((2S,3R,4R)-2,3-dimethyl-4-(p-tolylamino)-3,4-dihydroquinolin-1(2H)-yl)ethanone C[C@@H]1N(C2=CC=CC=C2[C@@H]([C@H]1C)NC1=CC=C(C=C1)C)C(C)=O